BrC1=C(SC=2N=CN=C(C21)Cl)C=2OC(=CC2)Cl 5-bromo-4-chloro-6-(5-chlorofuran-2-yl)thieno[2,3-d]pyrimidine